2-(((1R)-1-(3,7-dimethyl-2-(3-(1-methyl-1H-pyrazol-5-yl)-8-azabicyclo[3.2.1]octan-8-yl)-4-oxo-4H-pyrido[1,2-a]pyrimidin-9-yl)ethyl)amino)benzoic acid CC1=C(N=C2N(C1=O)C=C(C=C2[C@@H](C)NC2=C(C(=O)O)C=CC=C2)C)N2C1CC(CC2CC1)C1=CC=NN1C